The molecule is a 3-sulfolactaldehyde(1-) in which the stereocentre at position 3 has S-configuration. It is a conjugate base of a L-3-sulfolactaldehyde. It is an enantiomer of a D-3-sulfolactaldehyde(1-). C([C@H](C=O)O)S(=O)(=O)[O-]